methyl 4-hydroxy-α-cyanocinnamate OC1=CC=C(C=C(C(=O)OC)C#N)C=C1